formyl-2-hydroxybenzonitrile C(=O)C=1C(=C(C#N)C=CC1)O